2-chloro-6-(3-((cis)-2-(trifluoromethyl)cyclopropyloxy)-1H-pyrazol-1-yl)nicotinic acid ClC1=C(C(=O)O)C=CC(=N1)N1N=C(C=C1)O[C@H]1[C@H](C1)C(F)(F)F